C(OC1=CC=C(C=C1)[N+](=O)[O-])(O[C@@H]1[C@H](CCC1)SSC1=NC=CC=C1)=O |r| (4-nitrophenyl) [trans-(1SR,2SR)-2-(2-pyridyldisulfanyl)cyclopentyl] carbonate